3-(4,4,5,5-tetramethyl-1,3,2-dioxaborolan-2-yl)acryloyl acetate C(C)(=O)OC(C=CB1OC(C(O1)(C)C)(C)C)=O